COC(=O)C12CCC(CC1)(CC2)C(NC2=CC=C(C=C2)Br)=O 4-(4-bromo-phenylcarbamoyl)-bicyclo[2.2.2]octane-1-carboxylic acid methyl ester